Cl.FC1=C2C=NNC2=C(C=C1)C1=NOC(=N1)[C@]1(CNCCC1)C (R)-3-(4-fluoro-1H-indazol-7-yl)-5-(3-methylpiperidin-3-yl)-1,2,4-oxadiazole hydrochloride